2-(6-vinylnaphthalen-2-yl)propanamide C(=C)C=1C=C2C=CC(=CC2=CC1)C(C(=O)N)C